BrC1=CC=2C3(C4=CC(=C(C(=C4OC2C(=C1O)Br)Br)O)Br)OC(C1=CC=CC=C13)=O 2',4',5',7'-tetrabromo-3',6'-dihydroxyspiro[isobenzofurane-1(3H),9'(9H)-xanthen]-3-one